2-methyl-4,6-bis[(octane-1-ylsulfonyl)methyl]phenol CC1=C(C(=CC(=C1)CS(=O)(=O)CCCCCCCC)CS(=O)(=O)CCCCCCCC)O